(3-methoxyphenyl)(S)-2-((S)-2-cinnamamido-3-cyclohexylpropionamido)-3-((S)-2-oxopyrrolidin-3-yl)propane COC=1C=C(C=CC1)C[C@H](C[C@H]1C(NCC1)=O)NC([C@H](CC1CCCCC1)NC(C=CC1=CC=CC=C1)=O)=O